CNC1CC(CCC1)N N-methylcyclohexane-1,3-diamine